(R)-2-(1-(3-chloro-5-cyanophenyl)-1H-pyrazol-4-yl)-N-(5-cyclopropyl-1H-pyrazol-3-yl)propanamide ClC=1C=C(C=C(C1)C#N)N1N=CC(=C1)[C@H](C(=O)NC1=NNC(=C1)C1CC1)C